Cl.BrC1=CC=C(C(=O)NC(=O)N2CCNCC2)C=C1 N-(4-bromobenzoyl)piperazine-1-carboxamide hydrochloride